2,5-dioxopyrrolidin-1-yl methyl fumarate C(\C=C\C(=O)OC)(=O)ON1C(CCC1=O)=O